1-(bromomethyl)-4-(decyloxy)benzene BrCC1=CC=C(C=C1)OCCCCCCCCCC